(Z)-2-(4H-chromone-3-yl-methylene)-6-hydroxybenzofuran O1C=C(C(C2=CC=CC=C12)=O)\C=C\1/OC2=C(C1)C=CC(=C2)O